N-(2-chloro-4-(prop-1-yn-1-yl)phenyl)-2-(4-((1-(2-(2,6-dioxopiperidine-3-yl)-1,3-dioxoisoindoline-5-yl)azetidin-3-yl)ethynyl)-1H-pyrazol-1-yl)-2-methylpropaneAmide ClC1=C(C=CC(=C1)C#CC)NC(C(C)(C)N1N=CC(=C1)C#CC1CN(C1)C=1C=C2C(N(C(C2=CC1)=O)C1C(NC(CC1)=O)=O)=O)=O